(2R,5'S)-5-Chloro-5'-methyl-3H-spiro[furo[2,3-c]pyridine-2,3'-pyrrolidine] ClC=1C=C2C(=CN1)O[C@]1(CN[C@H](C1)C)C2